3,4-dihydro-1H-benzo[c][1,2]thiazine-8-carboxylic acid 2,2-dioxide N1S(CCC2=C1C(=CC=C2)C(=O)O)(=O)=O